9-methyl-9-hydroxycarbonyltetracyclo[6.2.1.13,6.02,7]Dodeca-4-ene CC1(C2C3C4C=CC(C3C(C1)C2)C4)C(=O)O